[Si](C)(C)(C(C)(C)C)O[C@@H](CO)C (R)-2-((tert-butyldimethylsilyl)oxy)propan-1-ol